FC=1C=C(C=CC1F)N1C(=C(C2=C1C=C1C=NNC1=C2)C2=CC=C(C(=O)O)C=C2)C2CCOCC2 4-[5-(3,4-difluorophenyl)-6-tetrahydropyran-4-yl-1H-pyrrolo[2,3-f]indazol-7-yl]benzoic Acid